CC=1C(=C(C=CC1)C1=NC(=NC(=N1)C1=C(C(=CC=C1)C)C)C1=C(C=C(C=C1)OCC(COCC(CCCC)CC)O)O)C 2-[4,6-bis(dimethylphenyl)-1,3,5-triazine-2-yl]-5-{3-[(2-ethylhexyl)oxy]-2-hydroxypropoxy}-phenol